8-bromo-2-(5-fluoropyridin-2-yl)-3,6-dimethylquinazolin-4(3H)-one BrC=1C=C(C=C2C(N(C(=NC12)C1=NC=C(C=C1)F)C)=O)C